(Z)-oct-5-en-1-ylundec-10-enoate C(CCC\C=C/CC)OC(CCCCCCCCC=C)=O